(S)- and (R)-2-(4-(2-((2-(1H-indol-3-yl)-2-oxo-1-phenyl-ethyl)amino)eth-yl)phenyl)-N-methylacetamide N1C=C(C2=CC=CC=C12)C([C@H](C1=CC=CC=C1)NCCC1=CC=C(C=C1)CC(=O)NC)=O |r|